The molecule is a 1,3-thiazole that is 4,5-dihydro-1,3-thiazole which is substituted at positions 2 and 4 by an amino and a carboxy group, respectively. It is a member of 1,3-thiazoles and a sulfur-containing amino acid. It is a tautomer of a 2-amino-Delta(2)-thiazoline-4-carboxylic acid zwitterion. C1C(N=C(S1)N)C(=O)O